ClC=1C=C(CCN2C[C@@H](CCC2)NC(OC(C)(C)C)=O)C=C(C1OCC1CC1)Cl tert-butyl (R)-(1-(3,5-dichloro-4-(cyclopropylmethoxy)phenethyl)piperidin-3-yl)carbamate